2,2-bis-(2-furanyl)propane 3-Methylpentane-1,5-diyl-diacrylate CC(CCC=CC(=O)O)CCC=CC(=O)O.O1C(=CC=C1)C(C)(C)C=1OC=CC1